C1(CC1)C(CCCCCC)C(C(=O)O)CCCCBr.BrCCCCCC(=O)OC(CCCCCC)C1CC1 1-cyclopropylheptyl 6-bromohexanoate (1-cyclopropylheptyl 6-bromohexanoate)